C(C)O/C=C/C1=CC(=C(C#N)C=C1)OC(C)C (E)-4-(2-ethoxyvinyl)-2-isopropoxybenzonitrile